C[C@@H]1N(CCN(C1)C)[C@@H](C(=O)NC=1C=CC=C2C(=CNC12)C1=NC(=NC=C1C)NC1=C(C(=CC=C1)S(=O)(=O)C)F)C (R)-2-((S)-2,4-dimethylpiperazin-1-yl)-N-(3-(2-((2-fluoro-3-(methylsulfonyl)phenyl)amino)-5-methylpyrimidin-4-yl)-1H-indol-7-yl)propionamide